2-(2,4,6-trichlorophenoxy)ethyl-propylamine ClC1=C(OCCNCCC)C(=CC(=C1)Cl)Cl